C(C)(C)C=1C=C(C=C(C1N)C(C)C)C1=CC=CC=C1 3,5-diisopropyl-1,1'-biphenyl-4-amine